O[C@@H](C)C=1N(C=CN1)CC1=NOC(=C1)C1=CC=C(C=C1)C#CC=1C=CC(=NC1)CNCC1CC(C1)O (1s,3s)-3-((((5-((4-(3-((2-((S)-1-hydroxyethyl)-1H-imidazol-1-yl)methyl)isoxazol-5-yl)phenyl)ethynyl)pyridin-2-yl)methyl)amino)methyl)cyclobutan-1-ol